N-(1-(2-bromo-3-fluorophenyl)pent-4-en-1-yl)-4-methoxyaniline BrC1=C(C=CC=C1F)C(CCC=C)NC1=CC=C(C=C1)OC